8-(1-acetylpiperidin-4-yl)-4-chloro-1-methyl-2-(trifluoromethyl)chromeno[7,8-d]imidazol-6(1H)-one C(C)(=O)N1CCC(CC1)C=1OC2=C(C(C1)=O)C=C(C=1N=C(N(C12)C)C(F)(F)F)Cl